N1=C(C=CC2=CN=CC=C12)NC1=NC=C(C(=O)NC2CCC(CC2)C(=O)N(C)CCOCCOCCNC(OC(C)(C)C)=O)C(=C1)NC1CC1 1-Tert-Butyl (2-(2-(2-((1R,4R)-4-(6-((1,6-naphthyridin-2-yl)amino)-4-(cyclopropylamino)nicotinamido)-N-methylcyclohexane-1-carboxamido)ethoxy)ethoxy) ethyl)carbamate